FC1([C@@H](C1)C(N1C[C@@H](N(C[C@H]1C)C(=O)OC(C)(C)C)C)C1=CC=C(C=C1)C(F)(F)F)F tert-butyl (2S,5R)-4-(((S)-2,2-difluorocyclopropyl)(4-(trifluoromethyl)phenyl)methyl)-2,5-dimethylpiperazine-1-carboxylate